4-{4-[Difluoro(phenyl)methyl]-2,6-dioxo-3,6-dihydropyrimidin-1(2H)-yl}-5-fluoro-2-(2-methylphenoxy)benzonitrile FC(C=1NC(N(C(C1)=O)C1=CC(=C(C#N)C=C1F)OC1=C(C=CC=C1)C)=O)(C1=CC=CC=C1)F